FC1=C(C=C(C=C1)O)C(=O)N1CC2(C1)CC(C2)N2N=C(C=C2C(F)(F)F)C=2C=NC=CC2 (2-fluoro-5-hydroxyphenyl)(6-(3-(pyridin-3-yl)-5-(trifluoromethyl)-1H-pyrazol-1-yl)-2-azaspiro[3.3]heptan-2-yl)methanone